bromodichloromethane BrC(Cl)Cl